F[C@H](CNC(=O)C=1C=NC=2N(C1NC(C)C)N=C(C2)C2=CC(NC=C2)=O)C(C)(C)O (R)-N-(2-fluoro-3-hydroxy-3-methylbutyl)-7-(isopropylamino)-2-(2-oxo-1,2-dihydropyridin-4-yl)pyrazolo[1,5-a]pyrimidine-6-carboxamide